N-[(5R)-8-bromo-2-(2,2,2-trifluoroethyl)-1,3,4,5-tetrahydro-2-benzazepin-5-yl]-5-tert-butyl-1,2,4-oxadiazole-3-carboxamide BrC1=CC2=C([C@@H](CCN(C2)CC(F)(F)F)NC(=O)C2=NOC(=N2)C(C)(C)C)C=C1